ClC1=CC=C(C=C1)C1=C(C=CC=C1)CN1CCN(CC1)C1=CC=C(C(=O)NS(=O)(=O)C2=CC(=C(C=C2)N[C@H](CCN(C)C)CSC2=CC=CC=C2)[N+](=O)[O-])C=C1 4-[4-[(4'-chloro[1,1'-biphenyl]-2-yl)methyl]-1-piperazinyl]-N-[[4-[[(1R)-3-(dimethylamino)-1-[(phenylthio)methyl]propyl]amino]-3-nitrophenyl]sulfonyl]-benzamide